O1C(CCCCCCCC\C=C/CCCC1)=O (Z)-oxacyclohexadecan-11-en-2-one